OCCOC1=CC(=NC=C1)C=1N=C(C2=C(N1)SC(=C2C)C)N(CC(=O)NC2=CC(=CC=C2)OC)C 2-({2-[4-(2-hydroxyethoxy)pyridin-2-yl]-5,6-dimethylthieno[2,3-d]pyrimidin-4-yl}(methyl)amino)-N-(3-methoxyphenyl)acetamide